C(CCC)N(CCCC)B(N(CCCC)CCCC)N(CCCC)CCCC trisdibutylaminoborane